6-dimethylaminophenol CN(C1=CC=CC=C1O)C